N-{3-nitro-4-[(oxan-4-ylmethyl)amino]benzenesulfonyl}-4-{2-[(2S)-2-phenylpyrrolidin-1-yl]-7-azaspiro[3.5]nonan-7-yl}benzamide hydrochloride Cl.[N+](=O)([O-])C=1C=C(C=CC1NCC1CCOCC1)S(=O)(=O)NC(C1=CC=C(C=C1)N1CCC2(CC(C2)N2[C@@H](CCC2)C2=CC=CC=C2)CC1)=O